CS(=O)(=O)N[C@@H]1[C@@H](N(CCC1)C(=O)OC(C)C)CN1N=C(C=C1)C1=CC=CC=C1 isopropyl cis-3-((methylsulfonyl)amino)-2-((3-phenyl-1H-pyrazol-1-yl)methyl)piperidine-1-carboxylate